2-[(5E)-5-[[4-[(E)-3-(4-Nitrophenyl)-3-oxoprop-1-enyl]phenyl]methylidene]-4-oxo-2-sulfanylidene-1,3-thiazolidin-3-yl]acetic acid [N+](=O)([O-])C1=CC=C(C=C1)C(/C=C/C1=CC=C(C=C1)\C=C\1/C(N(C(S1)=S)CC(=O)O)=O)=O